5-[[4-(2-Chloropropioylamino)-3-fluoro-phenyl]sulfonyl-[(4-methoxyphenyl)methyl]amino]thiazole-4-carboxylic acid tert-butyl ester C(C)(C)(C)OC(=O)C=1N=CSC1N(CC1=CC=C(C=C1)OC)S(=O)(=O)C1=CC(=C(C=C1)NC(C(C)Cl)=O)F